5-(4-phenylbutanoyl)amino-3-(octahydro-2H-quinolizin-2-yl)pyrrolo[3,2-b]pyridine C1(=CC=CC=C1)CCCC(=O)NC1=CC=C2C(=N1)C(=CN2)C2CC1CCCCN1CC2